C(#N)C(C(=O)NC([O-])=O)=NNC1=CC(=C(C(=C1)Cl)OC=1C=C2CCN(C(C2=CC1)=O)CC1=CC(=CC(=C1)F)F)Cl (2-cyano-2-(2-(3,5-dichloro-4-((2-(3,5-difluorobenzyl)-1-oxo-1,2,3,4-tetrahydroisoquinolin-6-yl)oxy)phenyl)hydrazono)acetyl)carbamate